4-(2-hydroxyethyl)-2,6-diiodophenol OCCC1=CC(=C(C(=C1)I)O)I